F[C@H]1CN(CC[C@H]1NC1=NN2C(C(=N1)OC([2H])([2H])[2H])=C(C=C2)C=2C=CC1=C(N(N=N1)CC(F)(F)F)C2)C N-((3S,4R)-3-fluoro-1-methylpiperidin-4-yl)-4-(methoxy-d3)-5-(1-(2,2,2-trifluoroethyl)-1H-benzo[d][1,2,3]triazol-6-yl)pyrrolo[2,1-f][1,2,4]triazin-2-amine